CN1CCN(CC1)C1(CN(C1)C=1C=2N(C=CC1)N=C(N2)NC=2C=NN(C2)CC(=O)N2CCN(CC2)C)CC#N 2-[3-(4-Methylpiperazin-1-yl)-1-[2-[[1-[2-(4-methylpiperazin-1-yl)-2-oxoethyl]pyrazol-4-yl]amino]-[1,2,4]triazolo[1,5-a]pyridin-8-yl]azetidin-3-yl]acetonitril